ClC1=CC=2N(C=C1)C=C(N2)C=2N(C(NN2)=S)C=2C=NC(=CC2)N2CCCC2 5-(7-Chloroimidazo[1,2-a]pyridin-2-yl)-4-(6-(pyrrolidin-1-yl)pyridin-3-yl)-2,4-dihydro-3H-1,2,4-triazole-3-thione